CC(C(=O)O)(CC=1C(NC=CC1)=O)NC([C@H](CC(C)C)N)=O.C(=O)(OC(C)(C)C)NCCS N-BOCcysteamine methyl-2-((S)-2-amino-4-methylpentanamido)-3-(2-oxo-1,2-dihydropyridin-3-yl)propanoate